OC1=C(C(=CC(=C1)OC)OC)C\C=C\C1=CC(=C(C=C1)CCC1=CC=CC=C1)OC (E)-1-(2-Hydroxy-4,6-dimethoxyphenyl)-3-[3-methoxy-4-(2-phenylethyl)phenyl]prop-2-en